N-(1-(2-(4-(4-((2,6-dioxo-3-piperidinyl)amino)phenyl)pyridin-1-yl)acetyl)piperidin-4-yl)picolinamide O=C1NC(CCC1NC1=CC=C(C=C1)C1=CCN(C=C1)CC(=O)N1CCC(CC1)NC(C1=NC=CC=C1)=O)=O